N-acetyl-4-aminomethylpiperidine C(C)(=O)N1CCC(CC1)CN